CC(C)(C)[S@@](=O)N[C@H](C)C1=CC(=CC(=C1)C(F)(F)F)[N+](=O)[O-] (R)-2-methyl-N-((R)-1-(3-nitro-5-(trifluoromethyl)phenyl)ethyl)propane-2-sulfinamide